N1N=C(C2=CC=CC=C12)C1=CC=C2CCN(C2=C1)C(=O)OC(C)(C)C tert-butyl 6-(1H-indazol-3-yl)-2,3-dihydroindole-1-carboxylate